2-(4-(4-aminophenoxy)piperidin-1-yl)ethanol NC1=CC=C(OC2CCN(CC2)CCO)C=C1